4,6-dichloropyridin-3-amine ClC1=C(C=NC(=C1)Cl)N